[Na+].CN1CCN(CCC1)C1=NC2=C(C=C(C3=NC=4C=CC=CC4N23)C(=O)[O-])C=C1 2-(4-methyl-[1,4]diazepan-1-yl)-1,7,11b-triazabenzo[c]fluorene-6-carboxylic acid sodium salt